CC/C=C\\C/C=C\\C/C=C\\CCCC/C=C\\CCCC(=O)SCCNC(=O)CCNC(=O)[C@@H](C(C)(C)COP(=O)(O)OP(=O)(O)OC[C@@H]1[C@H]([C@H]([C@@H](O1)N2C=NC3=C(N=CN=C32)N)O)OP(=O)(O)O)O The molecule is an unsaturated fatty acyl-CoA that results from the formal condensation of the thiol group of coenzyme A with the carboxy group of (5Z,11Z,14Z,17Z)-icosatetraenoic acid. It is a long-chain fatty acyl-CoA and an unsaturated fatty acyl-CoA. It is a conjugate acid of a (5Z,11Z,14Z,17Z)-icosatetraenoyl-CoA(4-).